N-(5-(((2S,4R)-4-((5-methoxypyrazin-2-yl)oxy)-2-methylpyrrolidin-1-yl)methyl)thiazol-2-yl)acetamide COC=1N=CC(=NC1)O[C@@H]1C[C@@H](N(C1)CC1=CN=C(S1)NC(C)=O)C